Cl.Cl.CC1=C(N=NN1C1CCNCC1)C1=CC=2N(C(=C1)OC(C)C1=NC(=CN=C1)C)C(=CN2)C#N 7-[5-Methyl-1-(4-piperidyl)triazol-4-yl]-5-[1-(6-methylpyrazin-2-yl)ethoxy]imidazo[1,2-a]pyridine-3-carbonitrile 2HCl